C(#N)\N=C(/NC)\N1CCNCC1 4-((E)-N'-cyano-N-methylcarbamimidoyl)piperazin